(-)-(1R*,6R*,7R*)-1-methoxy-7,9-dimethyl-2-oxaspiro[5.5]undec-8-ene CO[C@@H]1OCCC[C@]12[C@@H](C=C(CC2)C)C |o1:2,7,8|